C1NCC12CCN(CC2)C(=O)C2(CCN(CC2)C=2C=C(N=NC2)C2=C(C=CC=C2)O)C2=CC=CC=C2 2-[5-(4-{2,7-diazaspiro[3.5]nonane-7-carbonyl}-4-phenylpiperidin-1-yl)pyridazin-3-yl]phenol